2-(4-(benzyloxy)-7-methyl-1H-indol-3-yl)-N,N-diethylethan-1-amine C(C1=CC=CC=C1)OC1=C2C(=CNC2=C(C=C1)C)CCN(CC)CC